N(=[N+]=[N-])CC(CC1=C(C=CC(=C1)CO)C1=C(C=CC(=C1)OC)F)(C)C (2-(3-azido-2,2-dimethyl-propyl)-2'-fluoro-5'-methoxy-[1,1'-biphenyl]-4-yl)methanol